trimethyl(α,α,α-trifluoro-m-tolyl)ammonium hydroxide [OH-].C[N+](C=1C=C(C=CC1)C(F)(F)F)(C)C